C(C1=CC=CC=C1)OC(=O)NC1=CC(=C(C=C1)C1CCN(CC1)C(=O)[C@@H]1CC[C@H](CC1)C(=O)OC(C)(C)C)F tert-butyl trans-4-(4-(4-(((benzyloxy)carbonyl)amino)-2-fluorophenyl)piperidine-1-carbonyl)cyclohexane-1-carboxylate